CC(C#C)=CC(C)C 3,5-dimethyl-3-hexenyne